BrC=1C=CC=C2N=CC(=NC12)C=1CCN(CC1)C(=O)OC(C)(C)C tert-butyl 4-(8-bromoquinoxalin-2-yl)-3,6-dihydropyridine-1(2H)-carboxylate